N1=C(SC2=C1C=1CCOC1C=C2)N2C(NC[C@H]2C#CC2=CC=CC=C2)=O |r| (RS)-1-(7,8-dihydrobenzofuro[4,5-d]thiazol-2-yl)-5-(phenylethynyl)imidazolidin-2-one